5-((2-(4-(((2-chloro-2'-(hydroxymethyl)-[1,1'-biphenyl]-4-yl)methyl)amino)butoxy)ethyl)amino)benzo[c][2,6]naphthyridine-8-carboxamide ClC1=C(C=CC(=C1)CNCCCCOCCNC1=NC2=C(C3=CN=CC=C13)C=CC(=C2)C(=O)N)C2=C(C=CC=C2)CO